methyl (E)-4-[4-[2-[2-[[4-[[(7R)-8-cyclopentyl-7-ethyl-5-methyl-6-oxo-7H-pteridin-2-yl]amino]-3-methoxy-benzoyl]amino]ethoxy]ethoxy]-1-piperidyl]but-2-enoate C1(CCCC1)N1[C@@H](C(N(C=2C=NC(=NC12)NC1=C(C=C(C(=O)NCCOCCOC2CCN(CC2)C/C=C/C(=O)OC)C=C1)OC)C)=O)CC